C(C1=CC=CC=C1)C1=C(C(=O)N)C=CC(=C1)C(=O)C1=C(OC2=C1C=CC=C2)CCCC benzyl-4-(2-butyl-benzofuran-3-carbonyl)-benzamide